ClC=1C=C(C=CC1C=1N(C2=NC=NC(=C2N1)OC1(CC1)C)CC1=NC=CC(=C1)C)CCC(=O)N 3-(3-chloro-4-(6-(1-methylcyclopropoxy)-9-((4-methylpyridin-2-yl)methyl)-9H-purin-8-yl)phenyl)propanamide